Methyl (S)-4-(1-(1-(3-(3-oxopropyl)benzyl)-6-(trifluoromethyl)-2,3-dihydro-1H-imidazo[1,2-b]pyrazole-7-carboxamido)ethyl)benzoate O=CCCC=1C=C(CN2CCN3N=C(C(=C32)C(=O)N[C@@H](C)C3=CC=C(C(=O)OC)C=C3)C(F)(F)F)C=CC1